3-[[4-(2-amino-1-tetrahydropyran-4-yl-ethoxy)-6-(2,6-dimethylphenyl)pyrimidin-2-yl]sulfamoyl]benzoic acid NCC(OC1=NC(=NC(=C1)C1=C(C=CC=C1C)C)NS(=O)(=O)C=1C=C(C(=O)O)C=CC1)C1CCOCC1